azoindene N(=NC1C=CC2=CC=CC=C12)C1C=CC2=CC=CC=C12